urethane acetoacetate C(CC(=O)C)(=O)O.NC(=O)OCC